Tert-butyl (1S,4S)-5-[8-(benzyloxy)-6-cyclopropyl-2-[(oxan-4-yl) oxy]-7-(4,4,5,5-tetramethyl-1,3,2-dioxaborolan-2-yl) quinazolin-4-yl]-2,5-diazabicyclo[2.2.1]heptane-2-carboxylate C(C1=CC=CC=C1)OC=1C(=C(C=C2C(=NC(=NC12)OC1CCOCC1)N1[C@@H]2CN([C@H](C1)C2)C(=O)OC(C)(C)C)C2CC2)B2OC(C(O2)(C)C)(C)C